tert-Butyl 3-(4-(3-(benzyloxy)phenyl)-2-oxopyrrolidin-1-yl)-2,6-dioxopiperidine-1-carboxylate C(C1=CC=CC=C1)OC=1C=C(C=CC1)C1CC(N(C1)C1C(N(C(CC1)=O)C(=O)OC(C)(C)C)=O)=O